methyl (1R,2R,4R)-2-acetamido-2-(tert-butyl-carbamoyl)-4-(2-(4,4,5,5-tetramethyl-1,3,2-dioxaborolan-2-yl)ethyl)cyclohexane-1-carboxylate C(C)(=O)N[C@]1([C@@H](CC[C@H](C1)CCB1OC(C(O1)(C)C)(C)C)C(=O)OC)C(NC(C)(C)C)=O